FC(CS(=O)(=O)NC1=C2C=CC=NC2=C(C=C1)OC=1N=C(SC1C1=NC(=NC=C1)N[C@@H]1CNC[C@H](C1)F)C)(F)F 2,2,2-trifluoro-N-[8-[5-[2-[[(3S,5S)-5-fluoro-3-piperidyl]amino]pyrimidin-4-yl]-2-methyl-thiazol-4-yl]oxy-5-quinolyl]ethanesulfonamide